F[C@@H]1C[C@@]2(CCCN2C1)COC=1N=C(C2=C(N1)C(=C(OC2=O)C2=C1C=NNC1=CC=C2C)C)N2[C@@H](CC2)C 2-{[(2R,7aS)-2-fluoro-hexahydropyrrolizin-7a-yl]methoxy}-8-methyl-7-(5-methyl-1H-indazol-4-yl)-4-[(2R)-2-methylazetidin-1-yl]pyrano[4,3-d]pyrimidin-5-one